methyl-isothiourea hemisulphate S(=O)(=O)(O)O.CNC(S)=N.CNC(S)=N